C(C(C)C)C=1C=C2C=CC=NC2=CC1 6-isobutyl-chinolin